(3-ethylphenyl)-N-methyl-[1,2,4]triazolo[4,3-a]quinazolin-5-amine C(C)C=1C=C(C=CC1)C1=NN=C2N1C1=CC=CC=C1C(=N2)NC